1,2-Di(cis-9-octadecenoyl)-3-hexadecanoyl-rac-glycerol C(CCCCCCC\C=C/CCCCCCCC)(=O)OC[C@H](OC(CCCCCCC\C=C/CCCCCCCC)=O)COC(CCCCCCCCCCCCCCC)=O |r|